COC(=O)C1=CN=C(S1)N1N=C(N=C1[C@H](C)NC(C1=CC(=CC(=C1)C(F)(F)F)C(F)(F)F)=O)C 2-[5-[(1S)-1-[[3,5-bis(trifluoromethyl)benzoyl]amino]ethyl]-3-methyl-1,2,4-triazol-1-yl]thiazole-5-carboxylic acid methyl ester